5-Bromo-2-(3-(piperidin-1-yl)pyrrolidin-1-yl)pyridin-3-amine BrC=1C=C(C(=NC1)N1CC(CC1)N1CCCCC1)N